(4-(6-(methoxymethyl)pyrrolo[2,1-f][1,2,4]triazin-4-yl)-2-methylphenyl)methanamine hydrochloride Cl.COCC=1C=C2C(=NC=NN2C1)C1=CC(=C(C=C1)CN)C